BrC1=NN=C(S1)C(F)F 5-bromo-2-(difluoromethyl)-1,3,4-thiadiazole